C(C)(C)(C)OC(=O)N1CCC(CC1)C1=CC(=C(C=C1)NC1C(NC(CC1)=O)=O)OC1=CC=CC=C1.C1(=CC=CC=C1)C(C)N=NC(C1=CC=CC=C1)C1=CC=CC=C1 (1-phenylethyl)azobis-phenylmethane tert-butyl-4-[4-[(2,6-dioxo-3-piperidyl)amino]-3-phenoxy-phenyl]piperidine-1-carboxylate